C(C)(C)(C)OC(CC[C@@H](C(=O)NC1=CC=C(C=C1)CO)N)=O (4S)-4-amino-5-[4-(hydroxymethyl)anilino]-5-oxo-pentanoic acid tert-butyl ester